C1=CC=CC=2C1=C1C=3C=CC=CC3N=C1C=1C2C=CC(C1)CCCCCC(=O)O [4-(7H-dibenzocarbazole-7-yl)butyl]acetic acid